5-(PYRIDIN-2-YLTHIO)THIAZOL N1=C(C=CC=C1)SC1=CN=CS1